N-(1-amino-3-hydroxy-1-oxopropan-2-yl)-5-((4-fluoro-1-methyl-1H-pyrazol-5-yl)methoxy)-2-methylbenzofuran-3-carboxamide NC(C(CO)NC(=O)C1=C(OC2=C1C=C(C=C2)OCC2=C(C=NN2C)F)C)=O